FC=1C=C(C(=NC1)C1=NC=CN=C1)N1CCN(CC1)[C@H]1CC2(CN(C2)C(=O)OCC)CC1 (R)-ethyl 6-(4-(5-fluoro-2-(pyrazin-2-yl)pyridin-3-yl)piperazin-1-yl)-2-azaspiro[3.4]octane-2-carboxylate